(4-bromo-2-cyano-6-fluorophenyl)-3,3-dimethylbutyramide BrC1=CC(=C(C(=C1)F)C(C(=O)N)C(C)(C)C)C#N